6-ethyl-7-methoxy-N-(4-methylsulfonylphenyl)isoquinolin-1-amine C(C)C=1C=C2C=CN=C(C2=CC1OC)NC1=CC=C(C=C1)S(=O)(=O)C